4-phenyl-1,1-dimethylsemicarbazide C1(=CC=CC=C1)NC(NN(C)C)=O